7-amino-6-(3-bromo-2-fluorobenzyl)-5-azaspiro[2.4]heptane-5-carboxylic acid tert-butyl ester C(C)(C)(C)OC(=O)N1CC2(CC2)C(C1CC1=C(C(=CC=C1)Br)F)N